8-nitroso-3,8-diazabicyclo[3.2.1]octane N(=O)N1C2CNCC1CC2